((2-chlorophenyl) amino)-2-cyclopropylthiazole-5-carboxylate ClC1=C(C=CC=C1)NC=1N=C(SC1C(=O)[O-])C1CC1